FC=1C(=C(C=CC1F)C1C(OC(C1C)(C(F)(F)F)C)C(=O)N)OC 3-(3,4-difluoro-2-methoxy-phenyl)-4,5-dimethyl-5-(trifluoromethyl)tetrahydrofuran-2-carboxamide